C[Si](C1=CC=C(C=C1)C1=CC=C2C=CC3=CC=CC4=CC=C1C2=C34)(C)C trimethyl-(4-pyren-1-ylphenyl)silane